O1CC(C1)CC(CC)COCC(CC)CC1COC1 3,7-bis(3-oxetanylmethyl)-5-oxa-nonane